C1OCC=2C(NC=3C=CC=CC3C21)=O 3,5-dihydrofuro[3,4-c]quinolin-4(1H)-one